6-bromo-4-(isopropylamino)pyridine-3-carboxylic acid BrC1=CC(=C(C=N1)C(=O)O)NC(C)C